1-[3,5-Bis(trifluoromethyl)phenyl]-N-{[2-(ethylamino)pyrimidin-4-yl]methyl}-5-oxopyrrolidin-3-carboxamid FC(C=1C=C(C=C(C1)C(F)(F)F)N1CC(CC1=O)C(=O)NCC1=NC(=NC=C1)NCC)(F)F